CC1=NOC(=N1)C(=O)O 3-methyl-1,2,4-oxadiazole-5-carboxylic acid